2-methyl-5-[(8S)-8-phenyl-6-azaspiro[3.4]octane-6-carbonyl]-4H-1,2,4-triazol-3-one CN1N=C(NC1=O)C(=O)N1CC2(CCC2)[C@@H](C1)C1=CC=CC=C1